4-(1-tert-butoxycarbonyl-5-methyl-2-piperidyl)benzenesulfinate C(C)(C)(C)OC(=O)N1C(CCC(C1)C)C1=CC=C(C=C1)S(=O)[O-]